NC1=NC=CC(=C1)NC=1C=C(C=CC1)NC(C1=CC(=CC=C1)NC1=CC=NC2=CC=C(C=C12)F)=O N-(3-((2-aminopyridin-4-yl)amino)phenyl)-3-((6-fluoroquinolin-4-yl)amino)benzamide